(3-Difluoromethoxy-pyrazin-2-yl)-[4-fluoro-3-(7-morpholin-4-yl-quinazolin-4-yl)-phenyl]methanol FC(OC=1C(=NC=CN1)C(O)C1=CC(=C(C=C1)F)C1=NC=NC2=CC(=CC=C12)N1CCOCC1)F